tert-butyl (S)-4-(4-(4-(((S)-2,6-dioxopiperidin-3-yl)amino)-2-fluorophenyl)piperazin-1-yl)-3,3-difluoropiperidine-1-carboxylate O=C1NC(CC[C@@H]1NC1=CC(=C(C=C1)N1CCN(CC1)[C@@H]1C(CN(CC1)C(=O)OC(C)(C)C)(F)F)F)=O